1-(4-(2,5-dichloro-4-nitrophenyl)piperazine-1-yl)-2,2,2-trifluoroethane-1-one ClC1=C(C=C(C(=C1)[N+](=O)[O-])Cl)N1CCN(CC1)C(C(F)(F)F)=O